C(CCCCCCC)C1=CC=C(C=C1)/C=C/CCCCCCCCCC(=O)N (E)-12-(4-octylphenyl)dodec-11-enamide